(R)-(4-(4-bromo-2,3-difluorophenyl)-3-methylpiperazin-1-yl)(pyrrolidin-1-yl)methanone BrC1=C(C(=C(C=C1)N1[C@@H](CN(CC1)C(=O)N1CCCC1)C)F)F